lithium lithium 2,4-dichlorophenoxide ClC1=C([O-])C=CC(=C1)Cl.[Li+].[Li+].ClC1=C([O-])C=CC(=C1)Cl